[Na+].C(=O)([O-])COCC(COCC(=O)[O-])OCC(=O)[O-].[Na+].[Na+] 1,2,3-tris(carboxymethoxy)propane sodium salt